N(=[N+]=[N-])C=1C=C2C=CC(=CC2=CC1)/C=C/C(=O)N(CCNC)C (E)-3-(6-azidonaphthalen-2-yl)-N-methyl-N-(2-(methylamino)ethyl)acrylamide